COC1CN2C(OC1)=C(C=N2)S(=O)(N)=NC(NC2=C1CCCC1=C(C=C2)C2=CC(=NC=C2)OC)=O 6-methoxy-N'-((7-(2-methoxypyridin-4-yl)-2,3-dihydro-1H-inden-4-yl)carbamoyl)-6,7-dihydro-5H-pyrazolo[5,1-b][1,3]oxazine-3-sulfonimidamide